BrC=1C=C(OC2=CC=C(C=C2)S(=O)(=O)NCCCC2=CNC3=CC=C(C=C23)Cl)C=C(C1)N1CCN(CC1)C 4-(3-bromo-5-(4-methylpiperazin-1-yl)phenoxy)-N-(3-(5-chloro-1H-indol-3-yl)propyl)benzenesulfonamide